(R)-(-)-alpha-methoxy-alpha-(trifluoromethyl)phenylacetic acid CO[C@](C(=O)O)(C(F)(F)F)C1=CC=CC=C1